tert-butyl 4-oxo-2-(1-(4-(tetrahydro-2H-pyran-4-yl)thiophen-2-yl)cyclopropyl)-3,5,7,8-tetrahydropyrido[4,3-d]pyrimidine-6(4H)-carboxylate O=C1C2=C(N=C(N1)C1(CC1)C=1SC=C(C1)C1CCOCC1)CCN(C2)C(=O)OC(C)(C)C